3-fluoro-4-((2r,4r)-2-(4-methyloxazol-2-yl)-6,9-dioxo-5-(4-(trifluoromethyl)benzyl)-5,8-diazaspiro[3.5]nonan-8-yl)benzonitrile FC=1C=C(C#N)C=CC1N1CC(N(C2(CC(C2)C=2OC=C(N2)C)C1=O)CC1=CC=C(C=C1)C(F)(F)F)=O